BrCCCCCC(=O)N1C(OCC1)=O 3-(6-bromohexanoyl)oxazolidin-2-one